CC=1C(=NC=C(C#N)C1)N1CC2=C(CC1)N=C(S2)C 5-methyl-6-(2-methyl-6,7-dihydrothiazolo[5,4-c]pyridin-5(4H)-yl)nicotinonitrile